C(C(C)(C)C)OS(=O)(=O)C1=NC=2CCNCC2C=C1.OC(CNCCNCC(C)O)C N,N'-bis(2-hydroxypropyl) ethylenediamine neopentyl-5,6,7,8-tetrahydro-1,6-naphthyridine-2-sulfonate